BrC1=C(C2=C(N(N=C2C=C1)C)C=NO)Cl 5-Bromo-4-chloro-2-methyl-2H-indazole-3-carbaldehyde oxime